(4-methoxyphenyl)-6-(pyridin-3-ylethynyl)-N-(4-(trifluoromethoxy)phenyl)-1,3,5-triazin-2-amine COC1=CC=C(C=C1)C1=NC(=NC(=N1)C#CC=1C=NC=CC1)NC1=CC=C(C=C1)OC(F)(F)F